C(C)(C)C1=C(NC2=C1N=C(S2)C2CCC(CC2)NCC(C)(O)C)C=2C=C(C=1N(C2)N=CN1)OC 1-((4-(6-isopropyl-5-(8-methoxy-[1,2,4]triazolo[1,5-a]pyridin-6-yl)-4H-pyrrolo[3,2-d]thiazol-2-yl)cyclohexyl)amino)-2-methylpropan-2-ol